FC1=CC=C(CC2CCNCC2)C=C1 4-(4-fluorobenzyl)piperidine